[F-].C(CCCCCCCCCCC)[NH+]1C(=CC=C1)C 1-Dodecyl-2-Methylpyrrolium fluorid